OC1=C(C=C(C=C1C(C)C)C(C)C)C(=O)NCC1=NOC=N1 3-({[2-hydroxy-3,5-bis(propan-2-yl)phenyl]formamido}methyl)-1,2,4-oxadiazole